3-(2-morpholinylpyrimidin-5-yl)-1H-pyrazolo[4,3-c]pyridazin-6(5H)-one N1(CCOCC1)C1=NC=C(C=N1)C1=NNC=2C1=NNC(C2)=O